CC(CC1=CC=CC=C1)N(C)C DIMETHYLAMPHETAMINE